6-ethyl-3-{3-methoxy-4-[4-(4-methylpiperazin-1-yl)piperidin-1-yl]anilino}-5-[(oxan-4-yl)amino]pyrazine-2-carboxamide C(C)C1=C(N=C(C(=N1)C(=O)N)NC1=CC(=C(C=C1)N1CCC(CC1)N1CCN(CC1)C)OC)NC1CCOCC1